C1(CC1)CC(CC(=O)C1=CC(=C(C=C1)S(=O)(=O)N(CC1=CC=C(C=C1)OC)CC1=CC=C(C=C1)OC)F)=O 4-(4-cyclopropyl-3-oxobutanoyl)-2-fluoro-N,N-bis(4-methoxybenzyl)benzenesulfonamide